2-Bromo-9,9-dimethyl-9H-9-silafluorene BrC1=CC=2[Si](C3=CC=CC=C3C2C=C1)(C)C